4-(3-(2-methylpyridin-4-yl)-1-(tetrahydro-2H-pyran-2-yl)-1H-indazol-5-yl)pyridin-2(1H)-one CC1=NC=CC(=C1)C1=NN(C2=CC=C(C=C12)C1=CC(NC=C1)=O)C1OCCCC1